N-((3R,4S)-4-cyano-1-(7-(8-ethynyl-7-fluoro-3-hydroxynaphthalen-1-yl)-8-fluoro-2-((tetrahydro-1H-pyrrolizin-7a(5H)-yl)methoxy)pyrido[4,3-d]pyrimidin-4-yl)azepan-3-yl)acrylamide C(#N)[C@@H]1[C@H](CN(CCC1)C=1C2=C(N=C(N1)OCC13CCCN3CCC1)C(=C(N=C2)C2=CC(=CC1=CC=C(C(=C21)C#C)F)O)F)NC(C=C)=O